OC1=C(C=C(C=C1)OC)B(O)O 2-HYDROXY-5-METHOXYPHENYLBORONIC ACID